spermine hydrochloride salt Cl.NCCCNCCCCNCCCN